FC([C@@H]1N(CC1)C1=NC(=C(C(=N1)C=1C=NN(C1)CC(=O)N1CCNCC1)F)C(F)(F)F)F 2-(4-{2-[(R)-2-(difluoromethyl)-1-azetidinyl]-5-fluoro-6-(trifluoromethyl)-4-pyrimidinyl}-1-pyrazolyl)-1-(1-piperazinyl)-1-ethanone